3-((S)-1-aminoethyl)-5-chloro-2-(2-(hydroxymethyl)cyclopropyl)isoquinolin-1(2H)-one N[C@@H](C)C=1N(C(C2=CC=CC(=C2C1)Cl)=O)C1C(C1)CO